NC=1N=C(C=C2C=C(N=CC12)NC(=O)[C@H]1[C@@H]([C@@H]1C=1C=NN(C1)C)C)C1=C(C=CC=C1C)F (1S,2R,3S)-N-[8-amino-6-(2-fluoro-6-methylphenyl)-2,7-naphthyridin-3-yl]-2-methyl-3-(1-methyl-1H-pyrazol-4-yl)cyclopropane-1-carboxamide